9-hydroxy-7-(pyridin-4-ylmethoxy)-10H-[1,3]dioxolo[4,5-b]xanthen-10-one OC=1C=C(C=C2OC=3C=C4C(=CC3C(C12)=O)OCO4)OCC4=CC=NC=C4